C(C=C)(=O)N1CCN(CC1)C1=NC(=NC2=C1N=C(N(C2=O)C2=CC=CC1=CC=CC=C21)C2=CC=CC=C2)OC[C@H]2N(CCC2)C (S)-8-(4-acryloylpiperazin-1-yl)-6-((1-methylpyrrolidin-2-yl)methoxy)-3-(naphthalen-1-yl)-2-phenylpyrimidino[5,4-d]Pyrimidin-4(3H)-one